BrC1=CC=C(C=2SC=CC21)O 4-Bromobenzo[b]thiophen-7-ol